Mono-(2-hydroxy-3-methacryloxypropyl)propylether OC(CCCCOCCCCC(COC(C(=C)C)=O)O)COC(C(=C)C)=O